2-(3-bromo-2-fluorophenyl)ethanol BrC=1C(=C(C=CC1)CCO)F